C(CC)[Si](OCC)(OCC)CCC dipropyldiethoxysilane